C(C1=CC=CC=C1)OC1=C(C(=O)OCC2=CC=CC=C2)C=CC(=C1)N(C(=O)[C@@H]1N(CCC1)S(=O)(=O)C1=C(C=C(C=C1F)F)F)CC1=CC=C(C=C1)C1CCCCC1 benzyl (R)-2-(benzyloxy)-4-(N-(4-cyclohexylbenzyl)-1-((2,4,6-trifluorophenyl)sulfonyl)-pyrrolidine-2-carboxamido)benzoate